rac-tert-butyl (6S,7R)-7-(6-cyclopropoxy-5-(pyrazolo[1,5-a]pyrimidin-3-ylcarbamoyl)-2H-indazol-2-yl)-6-methyl-2-azaspiro[3.5]nonane-2-carboxylate C1(CC1)OC=1C(=CC2=CN(N=C2C1)[C@H]1[C@H](CC2(CN(C2)C(=O)OC(C)(C)C)CC1)C)C(NC=1C=NN2C1N=CC=C2)=O |r|